CC=1C=2N(C=CC1)N=C(C2)[C@H]2N(CCC1=C2N=CN1)C1=NC=C(C=C1)C(F)(F)F (S)-4-(4-methylpyrazolo[1,5-a]pyridin-2-yl)-5-(5-(trifluoromethyl)pyridin-2-yl)-4,5,6,7-tetrahydro-1H-imidazo[4,5-c]pyridine